FC(OC1=CC(=NN1)NC1=CN=CC(=N1)OC1C(CN(CC1)C(=O)OC(C)(C)C)(F)F)F tert-Butyl 4-((6-((5-(difluoromethoxy)-1H-pyrazol-3-yl)amino)pyrazin-2-yl)oxy)-3,3-difluoropiperidine-1-carboxylate